CCCCCCCCCCCCCCCC(=O)NCCS(=O)(=O)O The molecule is a fatty acid-taurine conjugate derived from hexadecanoic acid. It has a role as a mouse metabolite. It derives from a hexadecanoic acid. It is a conjugate acid of a N-hexadecanoyltaurine(1-).